(4-tert-butylphenyl)-aniline C(C)(C)(C)C1=CC=C(C=C1)NC1=CC=CC=C1